N-methylformanilide-13C CN([13C]1=CC=CC=C1)C=O